3-(2-ethynylphenoxy)tetrahydro-2H-pyran C(#C)C1=C(OC2COCCC2)C=CC=C1